1-methyl-4-(4,4,5,5-Tetramethyl-1,3,2-dioxaborolane-2-yl)-1H-pyrazole CN1N=CC(=C1)B1OC(C(O1)(C)C)(C)C